FC1=C(C=CC(=C1)CN1C=NC=2C=NC=3N=C(C=CC3C21)OC)S(=O)(=O)N 2-fluoro-4-((7-methoxy-1H-imidazo[4,5-c][1,8]naphthyridin-1-yl)methyl)benzene-sulfonamide